C(C1=C(C=C2C([C@](C3(C(=C12)C)CC3)(O)C)=O)C)C3=C(C=C1C([C@@](C2(C(=C31)C)CC2)(C)O)=O)C (6'S,6'''S)-3',3'''-methylenebis(6'-hydroxy-2',4',6'-trimethylspiro[cyclopropane-1,5'-inden]-7'(6'H)-one)